[Na].CI methyl iodide Sodium salt